OC=1C=C2C=CN(C2=CC1)CCNC(C)=O N-[2-(5-Hydroxy-1H-indol-1-yl)ethyl]acetamide